9R-hydroxy-10E,12E-octadecadienoic acid, METHYL ESTER O[C@@H](CCCC=CC=CC(=O)OC)CCCCCCCCC